(2R,3R)-N-(2-amino-3-fluoro-4-((4-(trifluoromethyl)benzyl)amino)phenyl)-2,3-difluoroundecanamide NC1=C(C=CC(=C1F)NCC1=CC=C(C=C1)C(F)(F)F)NC([C@H]([C@@H](CCCCCCCC)F)F)=O